2,6-bis(4-chlorobenzylidene)cyclohexanone ClC1=CC=C(C=C2C(C(CCC2)=CC2=CC=C(C=C2)Cl)=O)C=C1